3-(bromomethyl)-1-methylsulfonylpyrrolidine BrCC1CN(CC1)S(=O)(=O)C